C(CCCCCCCCCCCCCCCCC)[Si](OC)(OC)OC n-Octadecyltrimethoxysilan